COC(=O)C=1C=CC2=CN(N=C2C1)C=1C=NC=CC1.C1(=CC=CC=C1)CCCNC(CC(=O)C)=O N-(3-phenylpropyl)acetoacetamide methyl-2-(pyridin-3-yl)-2H-indazole-6-carboxylate